4-((4-(tert-butyl)phenyl)amino)cyclohexan-1-one C(C)(C)(C)C1=CC=C(C=C1)NC1CCC(CC1)=O